6-bromo-3-(4-chloro-phenyl)-2-(5-chloro-pyridin-2-ylmethyl)-4-fluoro-3-hydroxy-2,3-dihydro-isoindol-1-one BrC1=CC(=C2C(N(C(C2=C1)=O)CC1=NC=C(C=C1)Cl)(O)C1=CC=C(C=C1)Cl)F